N-[(3S,4R,5S)-3-fluoro-1,5-dimethyl-4-piperidyl]-5-[3-[5-fluoro-2-methoxy-4-(methylcarbamoyl)anilino]prop-1-ynyl]-3-(2,2,2-trifluoroethyl)pyrazolo[1,5-a]pyridine-7-carboxamide F[C@H]1CN(C[C@@H]([C@H]1NC(=O)C1=CC(=CC=2N1N=CC2CC(F)(F)F)C#CCNC2=C(C=C(C(=C2)F)C(NC)=O)OC)C)C